(2E)-nonenal CCCCCC/C=C/C=O